4-methyl-2-pentyl-1,3-dioxolane CC1OC(OC1)CCCCC